tert-Butyl (4-(2-(tert-butylamino)-8-((3-chloro-5-(trifluoromethyl)phenyl)amino)-9H-purin-9-yl)butan-2-yl)carbamate C(C)(C)(C)NC1=NC=C2N=C(N(C2=N1)CCC(C)NC(OC(C)(C)C)=O)NC1=CC(=CC(=C1)C(F)(F)F)Cl